C(#N)/C=C/C(=O)N(C)CC (E)-3-cyano-N-ethyl-N-methyl-prop-2-enamide